2-amino-N'-ethyl-N',3-dimethylquinoline-6-hydrazide NC1=NC2=CC=C(C=C2C=C1C)C(=O)NN(C)CC